2-Methyl-acrylic Acid-11-isocyanato-undecyl ester N(=C=O)CCCCCCCCCCCOC(C(=C)C)=O